2-(methoxyimino)acetic acid ethyl ester C(C)OC(C=NOC)=O